The molecule is an acetate ester obtained by the formal condensation of the hydroxy group of trans-4-coumaric acid with acetic acid. It is a member of cinnamic acids and a member of phenyl acetates. It derives from a trans-4-coumaric acid. CC(=O)OC1=CC=C(C=C1)/C=C/C(=O)O